FC1=CC(=C(CN2C(N(CC3=CC=C(C=C23)C(=O)NCC2=C(C=C(C=C2F)F)F)C)=O)C=C1)OC 1-(4-fluoro-2-methoxybenzyl)-3-methyl-2-oxo-N-(2,4,6-trifluorobenzyl)-1,2,3,4-tetrahydroquinazoline-7-carboxamide